C(CC(O)(C(=O)O)CC(=O)O)(=O)O.C(CCCCCCCCCCCCCCC)(O)O hexadecanediol citrate